[Pt+2].NC=1C2=C(N=CN1)N(C=C2C#CC2=C(C=C(C=C2F)NC)F)[C@@H]2O[C@@H]([C@H]([C@H]2O)O)CNS(N)(=O)=O 4-amino-5-[2-[2,6-difluoro-4-(methylamino)phenyl]ethynyl]-7-[(2R,3R,4S,5R)-3,4-dihydroxy-5-[(sulfamoylamino)methyl]tetrahydrofuran-2-yl]pyrrolo[2,3-d]pyrimidine platinum(II)